C1(CC1)C=1C(=NON1)C(=O)N[C@@H](C1CCC(CC1)F)C=1OC2=C(N1)C=C(C=C2)[C@@H](COC)C=2C(NC=C(C2)F)=O 4-Cyclopropyl-N-((S)-(5-((R)-1-(5-fluoro-2-oxo-1,2-dihydropyridin-3-yl)-2-methoxyethyl)benzo[d]oxazol-2-yl)((1r,4S)-4-fluorocyclohexyl)methyl)-1,2,5-oxadiazole-3-carboxamide